N-(5-(4-cyano-1H-pyrazol-1-yl)-4-((2-(1,1-difluoroethyl)-6-methylpyrimidin-4-yl)amino)pyridin-2-yl)acetamide Ethyl-(Z)-2-azido-3-(2-methylthiazol-5-yl)acrylate C(C)OC(/C(=C/C1=CN=C(S1)C)/N=[N+]=[N-])=O.C(#N)C=1C=NN(C1)C=1C(=CC(=NC1)NC(C)=O)NC1=NC(=NC(=C1)C)C(C)(F)F